2-(benzo[b]naphtho[2,3-d]thiophen-4-yl)-4-(2,2-dimethylpropyl-1,1-d2)-5-(methyl-d3)pyridine C1=CC=C(C=2SC3=C(C21)C=C2C=CC=CC2=C3)C3=NC=C(C(=C3)C(C(C)(C)C)([2H])[2H])C([2H])([2H])[2H]